ClC=1C=C(C(=NC1)OC(F)F)C1=CC=CC=2C=C(OC21)C(=O)NC21CCC(CC2)(C1)O 7-[5-chloro-2-(difluoromethoxy)-3-pyridyl]-N-(4-hydroxynorbornan-1-yl)benzofuran-2-carboxamide